tert-Butyl (2S,4R)-2-((1H-1,2,3-triazol-1-yl)methyl)-4-(5-(2-cyclopropyl-5-(trifluoromethoxy)phenyl)-1,3,4-oxadiazole-2-carboxamido)pyrrolidine-1-carboxylate N1(N=NC=C1)C[C@H]1N(C[C@@H](C1)NC(=O)C=1OC(=NN1)C1=C(C=CC(=C1)OC(F)(F)F)C1CC1)C(=O)OC(C)(C)C